C(=C)OC=C O-cis-vinyl ether